NC=1C2=C(N=CN1)N(C(=C2C(=O)NC2=CC=C(C=C2)COC)C#CC=2C=NN(C2)C)C2(CC2)C 4-amino-N-[4-(methoxymethyl)phenyl]-6-((1-methyl-1H-pyrazol-4-yl)ethynyl)-7-(1-methylcyclopropyl)-7H-pyrrolo[2,3-d]pyrimidine-5-carboxamide